CN1N=CC(=C1)C1=C2C(=NC=C1)N(N=C2CNC(OC(C)(C)C)=O)C2=CC=C(C=C2)OC(F)(F)F tert-butyl N-[[4-(1-methylpyrazol-4-yl)-1-[4-(trifluoromethoxy)phenyl]pyrazolo[3,4-b]pyridin-3-yl]methyl]carbamate